6-((1-hydroxy-2-methylpropan-2-yl)amino)-N-(3-morpholinophenyl)-2-(6-azaspiro[2.5]oct-6-yl)nicotinamide OCC(C)(C)NC1=NC(=C(C(=O)NC2=CC(=CC=C2)N2CCOCC2)C=C1)N1CCC2(CC2)CC1